(E)-3-(3,7-dimethylocta-2,6-dien-1-yl)-2,4-dihydroxy-N-(4-methoxyphenyl)-6-pentylbenzamide C\C(=C/CC=1C(=C(C(=O)NC2=CC=C(C=C2)OC)C(=CC1O)CCCCC)O)\CCC=C(C)C